NC=1C(=C(CN2C(OC3=C(C2C)C=CC(=C3F)OC=3N=NC=CC3)=O)C=CC1)F 3-(3-amino-2-fluorobenzyl)-8-fluoro-4-methyl-7-(pyridazin-3-yloxy)-3,4-dihydro-2H-benzo[e][1,3]oxazin-2-one